4-(2-(4-hydroxyphenyl)propan-2-yl)-6-methylpyridin-2(1H)-one OC1=CC=C(C=C1)C(C)(C)C1=CC(NC(=C1)C)=O